ClC=1C=C2C=NC(=NC2=CC1C1CCN(CC1)[C@@]1([C@@H](COC1)O)C)NC=1C=NN(C1C)C1CC1 |o1:17,18| (3S,4S) or (3R,4R)-4-(4-(6-chloro-2-((1-cyclopropyl-5-methyl-1H-pyrazol-4-yl)amino)quinazolin-7-yl)piperidin-1-yl)-4-methyltetrahydrofuran-3-ol